NC1=NC=NC=2N(C3=CC=C(C=C3C21)C(=O)O)CC(=O)N2[C@@H]1C[C@@H]1C[C@H]2C(NC2=NC(=CC=C2)Br)=O 4-amino-9-(2-((1R,3S,5R)-3-((6-bromopyridin-2-yl)carbamoyl)-2-azabicyclo[3.1.0]hexan-2-yl)-2-oxoethyl)-9H-pyrimido[4,5-b]indole-6-carboxylic acid